4-(aminomethyl)-6-(5-(6-chloro-1-oxo-2,3-dihydro-1H-isoindol-2-yl)-1-methyl-1H-pyrazol-4-yl)phthalazin-1(2H)-one NCC1=NNC(C2=CC=C(C=C12)C=1C=NN(C1N1C(C2=CC(=CC=C2C1)Cl)=O)C)=O